(S)-4-(difluoromethyl)-N-(8-fluoro-6-oxo-1,4,5,6-tetrahydro-2H-pyrano[3,4-c]isoquinolin-1-yl)-N-methyl-1H-indole-2-carboxamide FC(C1=C2C=C(NC2=CC=C1)C(=O)N(C)[C@@H]1COCC=2NC(C=3C=C(C=CC3C21)F)=O)F